(1-((1-methyl-3-(trifluoromethyl)-1H-pyrazol-5-yl)methyl)-1H-pyrazol-4-yl)methylamine hydrochloride Cl.CN1N=C(C=C1CN1N=CC(=C1)CN)C(F)(F)F